1-(3-((4,4-bis(octyloxy)butanoyl)oxy)-2-(hydroxymethyl)propyl) 9-tetradecyl nonanedioate C(CCCCCCCC(=O)OCCCCCCCCCCCCCC)(=O)OCC(COC(CCC(OCCCCCCCC)OCCCCCCCC)=O)CO